N[C@H](CO[C@H]1C(N(CC1)C1CCN(CC1)C1=NC=C(C=N1)C(F)(F)F)=O)CO (R)-3-((S)-2-amino-3-hydroxypropoxy)-1-(1-(5-(trifluoromethyl)pyrimidin-2-yl)piperidin-4-yl)pyrrolidin-2-one